(1R,3S)-3-(5-((2-((1-(3-aminobicyclo[1.1.1]pentan-1-yl)propan-2-yl)oxy)-6-(difluoromethyl)pyridin-4-yl)amino)-1-(tert-butyl)-1H-pyrazol-3-yl)cyclopentyl (4-nitrophenyl) carbonate C(O[C@H]1C[C@H](CC1)C1=NN(C(=C1)NC1=CC(=NC(=C1)C(F)F)OC(CC12CC(C1)(C2)N)C)C(C)(C)C)(OC2=CC=C(C=C2)[N+](=O)[O-])=O